1-Bromo-3-(chloromethyl)-5-(trifluoromethyl)benzene BrC1=CC(=CC(=C1)C(F)(F)F)CCl